(R)-3-(3-chloro-4-fluorophenyl)-1-(1-(6-chloro-1-oxo-1,2-dihydroisoquinolin-4-yl)ethyl)-1-methylurea ClC=1C=C(C=CC1F)NC(N(C)[C@H](C)C1=CNC(C2=CC=C(C=C12)Cl)=O)=O